(1-ethylvinyl)benzene C(C)C(=C)C1=CC=CC=C1